3-chloro-N-(3,4-dimethoxyphenyl)-4-methoxyaniline ClC=1C=C(NC2=CC(=C(C=C2)OC)OC)C=CC1OC